2-chloro-4-(1-isopropyl-3-(methylsulfonyl)-1H-pyrazol-4-yl)-5-methylpyrimidine ClC1=NC=C(C(=N1)C=1C(=NN(C1)C(C)C)S(=O)(=O)C)C